4-(3-Methyl-1H-pyrazol-5-yl)piperidine CC1=NNC(=C1)C1CCNCC1